3-(3-((4-(1H-imidazol-1-yl)phenyl)amino)-2,5-dioxo-2,5-dihydro-1H-pyrrol-1-yl)piperidine-2,6-dione N1(C=NC=C1)C1=CC=C(C=C1)NC=1C(N(C(C1)=O)C1C(NC(CC1)=O)=O)=O